3-Phenylbicyclo[1.1.1]pentane-1-carboxylic acid C1(=CC=CC=C1)C12CC(C1)(C2)C(=O)O